CC1=CC(=NC(=N1)N1CC(C1)COC1=C(C=CC=C1)C(F)(F)F)C(=O)OC methyl 6-methyl-2-(3-((2-(trifluoromethyl)phenoxy)methyl)azetidin-1-yl)pyrimidine-4-carboxylate